BrC1=CC(=C(C(=O)NC=2C=C3C=CC(=NC3=C(C2F)N2CCC(CC2)(F)F)O)C=C1)N1CCC2(CC2)CC1 4-bromo-N-(8-(4,4-difluoropiperidin-1-yl)-7-fluoro-2-hydroxyquinolin-6-yl)-2-(6-Azaspiro[2.5]octane-6-yl)benzamide